2-[(Z)-[(4-methoxyphenyl)methylidene]amino]acetate COC1=CC=C(C=C1)\C=N/CC(=O)[O-]